8-(4,4-Difluoropiperidin-1-yl)imidazo[1,5-a]pyrazin-6-amine FC1(CCN(CC1)C=1C=2N(C=C(N1)N)C=NC2)F